tert-butyl (3R)-3-[2-amino-5-(triisopropylsilyloxymethyl)anilino]azepane-1-carboxylate NC1=C(N[C@H]2CN(CCCC2)C(=O)OC(C)(C)C)C=C(C=C1)CO[Si](C(C)C)(C(C)C)C(C)C